OC1=C(C=C(C(=C1)C)C)C(/C=C/C1=CC=C(C(=O)OC)C=C1)=O (E)-Methyl 4-(3-(2-hydroxy-4,5-dimethylphenyl)-3-oxoprop-1-en-1-yl)benzoate